2-[5-(aminomethyl)-1,2,4-oxadiazol-3-yl]-N-[(3S,4R)-3-fluoro-1-methylpiperidin-4-yl]-3-[(trifluoromethyl)sulfanyl]indolizin-8-amine hydrochloride Cl.NCC1=NC(=NO1)C=1C=C2C(=CC=CN2C1SC(F)(F)F)N[C@H]1[C@H](CN(CC1)C)F